C(=C)[Si](O[Si](C1=CC=CC=C1)(C1=CC=CC=C1)C1=CC=CC=C1)(C1=CC=CC=C1)C=C.[Pt] platinum (0) divinyltetraphenyldisiloxane